3-(2-ethylbenzylidene)-6-nitroisobenzofuran-1(3H)-one C(C)C1=C(C=C2OC(C3=CC(=CC=C23)[N+](=O)[O-])=O)C=CC=C1